C(C1=CC=CC=C1)OC1=CC=C(C=C1)C1C(CN(CC1)C(=O)OC(C)(C)C)(F)F tert-butyl 4-(4-benzyloxyphenyl)-3,3-difluoro-piperidine-1-carboxylate